S(=O)(=O)(OC1=CC=C(C=C1)C)OC1=CC=C(C=C1)C di(4-toluyl) sulfate